C(C)(C)(C)OC(=O)NCCCC[C@H](NC([C@@H](NC(OCC1C2=CC=CC=C2C=2C=CC=CC12)=O)C(C)C)=O)C(NCC)=O (5S,8S)-8-(4-((tert-Butyloxycarbonyl)amino)butyl)-1-(9H-fluoren-9-yl)-5-isopropyl-3,6,9-trioxo-2-oxa-4,7,10-triazadodecane